CC1(OB(OC1(C)C)C1=CC=C(OCCCN2CCCCC2)C=C1)C 1-(3-(4-(4,4,5,5-tetramethyl-1,3,2-dioxaborolan-2-yl)phenoxy)propyl)piperidine